N1(CCC(CC1)C(=O)OC)C(=O)[O-] 4-methyl piperidine-1,4-dicarboxylate